FC1=NC=CC(=C1)N1CC(C1)OC1=C(C=CC(=C1)C1=C(N=CS1)C)CNC(=O)C1NCC(C1)O N-[(2-{[1-(2-fluoropyridin-4-yl)azetidin-3-yl]oxy}-4-(4-methyl-1,3-thiazol-5-yl)phenyl)methyl]-4-hydroxypyrrolidine-2-carboxamide